methyl-(1-acetyl-1H-indole-3-carboxamide) 4-((3-fluorophenyl)amino)benzoate FC=1C=C(C=CC1)NC1=CC=C(C(=O)O)C=C1.CC=1N(C2=CC=CC=C2C1C(=O)N)C(C)=O